4-(bromomethyl)-2-fluoro-1-nitrobenzene BrCC1=CC(=C(C=C1)[N+](=O)[O-])F